C(C)(C)(C)OC(=O)N1[C@@H](CN[C@@H](C1)C)C (2R,5R)-2,5-dimethylpiperazine-1-carboxylic acid tert-butyl ester